ClC=1C=C(C=CC1F)NC(N(C1=CNC(C2=CN=CC=C12)=O)CCCO)=O (R)-3-(3-chloro-4-fluorophenyl)-1-(3-hydroxypropyl)-1-(1-oxo-1,2-dihydro-2,7-naphthyridin-4-yl)urea